[Br-].C(OC)COC.[Ni+2].[Br-] nickel(II) dimethoxyethane bromide